(5-chloro-6-((2-(trimethylsilyl)ethoxy)methoxy)-1H-indol-2-yl)methan-d2-amine ClC=1C=C2C=C(NC2=CC1OCOCC[Si](C)(C)C)C(N)([2H])[2H]